6-(6-bromo-3-((4-(trifluoromethyl)phenyl)mercapto)-1H-indol-4-amido)spiro-[3.3]heptane-2-carboxylic acid BrC=1C=C(C=2C(=CNC2C1)SC1=CC=C(C=C1)C(F)(F)F)C(=O)NC1CC2(CC(C2)C(=O)O)C1